7-(1-AMINO-4-METHYLPHTHALAZIN-6-YL)-1-HYDROXY-4H-2,1-BENZOXABORININ-3-ONE TRIFLUOROACETIC ACID SALT FC(C(=O)O)(F)F.NC1=NN=C(C2=CC(=CC=C12)C1=CC2=C(CC(OB2O)=O)C=C1)C